1,2,4-triazacyclopentane-3-carboxylic acid methyl ester COC(=O)C1NNCN1